(4S,5R)-2-(2,3-dihydrobenzo[b][1,4]dioxin-2-yl-5,6,7,8-d4)-4,5-dihydro-1H-imidazole-4,5-d2 O1C2=C(OCC1C=1N[C@@H]([C@@H](N1)[2H])[2H])C(=C(C(=C2[2H])[2H])[2H])[2H]